5-[(3-bromopropyl)oxy]-1-(3,4-dimethylphenyl)-6-methyl-4,5-dihydropyrazolo[3,4-d]pyrimidine-4-one BrCCCON1C(=NC2=C(C1=O)C=NN2C2=CC(=C(C=C2)C)C)C